C(C1=CC=CC=C1)OC1=NC(=CC=C1C1=C(C=C(C(=C1)F)N1CCC(CC1)C(OC)OC)F)OCC1=CC=CC=C1 2,6-bis(benzyloxy)-3-(4-(4-(dimethoxymethyl)piperidin-1-yl)-2,5-difluorophenyl)pyridine